1-(acetylamino)-7-methylindole C(C)(=O)NN1C=CC2=CC=CC(=C12)C